Cl.N1=CC=NC2=CC(=CC=C12)N1C=CC2=C(C=CC=C12)CN1CCOCC1 4-((1-(quinoxalin-6-yl)-1H-indol-4-yl)methyl)morpholine hydrochloride